N-(7-methoxy-2-methyl-1,2,3,4-tetrahydroisoquinolin-6-yl)-7-(1H-pyrazol-4-yl)quinazolin-2-amine COC1=C(C=C2CCN(CC2=C1)C)NC1=NC2=CC(=CC=C2C=N1)C=1C=NNC1